dihydro-5H-spiro[pyrazolo[1,5-a]pyridine-4,2'-[1,3]dioxolane] O1C2(OCC1)C=1N(C=CC2)NCC1